(2R)-2-amino-3-(pyridazin-3-yl)propionic acid methyl ester hydrochloride Cl.COC([C@@H](CC=1N=NC=CC1)N)=O